1-(4-ethylphenyl)-N-methyl-N-(p-tolyl)-1H-1,2,4-triazole-3-carboxamide C(C)C1=CC=C(C=C1)N1N=C(N=C1)C(=O)N(C1=CC=C(C=C1)C)C